C(C)C1=C(C=CC(=C1)O)C1=CC=C2C(=NNC2=C1)C1=NC2=C(CN([C@@H](C2)C(=O)N2[C@@H](CN(CC2)CCO)C)C)N1 ((S)-2-(6-(2-ethyl-4-hydroxyphenyl)-1H-indazol-3-yl)-5-methyl-4,5,6,7-tetrahydro-3H-imidazo[4,5-c]pyridin-6-yl)((R)-4-(2-hydroxyethyl)-2-methylpiperazin-1-yl)methanone